N-((2R)-2,5-diamino-4-(hydroxymethyl)pentyl)-3-(4-fluorophenyl)-1H-indole-2-carboxamide hydrogen chloride salt Cl.N[C@@H](CNC(=O)C=1NC2=CC=CC=C2C1C1=CC=C(C=C1)F)CC(CN)CO